6-phenyl-5,6,7,8-tetrahydronaphthalen-2-ol C1(=CC=CC=C1)C1CC=2C=CC(=CC2CC1)O